C(CCC)OCCO 2-butyloxyethanol